(5-methyl-pyridin-2-yl)-piperidin-4-yl-amine CC=1C=CC(=NC1)NC1CCNCC1